N-(5-(5-bromo-2-(difluoromethoxy)phenyl)-1-((2-(trimethylsilyl)ethoxy)methyl)-1H-pyrazol-4-yl)pyrazolo[1,5-a]Pyrimidine-3-carboxamide BrC=1C=CC(=C(C1)C1=C(C=NN1COCC[Si](C)(C)C)NC(=O)C=1C=NN2C1N=CC=C2)OC(F)F